N-(2-hydroxyethoxyethyl)-2-aza-norbornane OCCOCCN1C2CCC(C1)C2